P(O)(=O)(OP(=O)(O)O)OC[C@@H]1[C@H](C[C@@H](O1)N1C=NC=2C(=O)NC(N)=NC12)OC(C=1C(NC)=CC=CC1)=O 2'-Deoxy-3'-O-(N'-methylanthraniloyl)guanosine-5'-O-diphosphate